(R)-2-(1-((7H-purin-6-yl)amino)-2-methylpropyl)-5-chloro-3-phenylquinazolin-4(3H)-one N1=CN=C2N=CNC2=C1N[C@H](C(C)C)C1=NC2=CC=CC(=C2C(N1C1=CC=CC=C1)=O)Cl